[N+](=O)([O-])C12C(C=CC(=C1)[N+](=O)[O-])(O)O2 2,4-dinitrophenol oxide